CNC(=O)N1CC2(C1)N(C(CN(C2=O)C2=CC=C(C=C2)C)=O)CC2=CC=C(C=C2)C(F)(F)F N-methyl-6,9-dioxo-8-(p-tolyl)-5-(4-(trifluoromethyl)benzyl)-2,5,8-triazaspiro[3.5]nonane-2-carboxamide